2-cyano-6-fluorobenzo[d]thiazole-4-carboxamide C(#N)C=1SC=2C(N1)=C(C=C(C2)F)C(=O)N